The molecule is the (6R)-stereoisomer of 5,10-methylenetetrahydrofolic acid. It has a role as an Escherichia coli metabolite, a mouse metabolite and a cofactor. It is a conjugate acid of a (6R)-5,10-methylenetetrahydrofolate(2-). C1[C@@H]2CN(CN2C3=C(N1)N=C(NC3=O)N)C4=CC=C(C=C4)C(=O)N[C@@H](CCC(=O)O)C(=O)O